BrC=1C=CC=2CC3=CC=C(C=C3C2C1)Br 3,6-dibromo-9H-fluorene